ClC1=C(C=C(C=C1)NC(=O)N1[C@H]2C[C@@H](C[C@@]1(C2)C(C)OCCS(=O)(=O)C)C)N2N=CC=N2 (1R,3S,5S)-N-(4-chloro-3-(2H-1,2,3-triazol-2-yl)phenyl)-3-methyl-1-(1-(2-(methylsulfonyl)ethoxy)ethyl)-6-azabicyclo[3.1.1]heptane-6-carboxamide